C(C)C1(C=CC=C1)[Zr](N(C)C)(N(C)C)C1(C=CC=C1)CC Bis(ethylcyclopentadienyl)bis(dimethylamino)zirconium